8-chloro-N-[(4-imidazol-1-ylphenyl)methyl]-7,9-dimethyl-pyrido[3',2':4,5]thieno[3,2-d]pyrimidin-4-amine ClC1=C(C2=C(SC3=C2N=CN=C3NCC3=CC=C(C=C3)N3C=NC=C3)N=C1C)C